acetic acid, phosphate salt P(=O)(O)(O)O.C(C)(=O)O